C(C)C1CCCCCCCCCCCCCC(O1)=O 16-ethyloxacyclohexadecan-2-one